CC(C[Si](CC)(CC)CC)CC(C)(C)C 2,4,4-Trimethylpentyltriethylsilane